C(OC1=CC=NC=N1)([2H])([2H])[2H] 6-[(2H3)methyloxy]pyrimidin